{6-[7-tert-butyl-3-(5-methylisoxazol-3-yl)-[1,2,4]triazolo[4,3-b]pyridazin-6-yloxymethyl]-pyridin-3-yl}-morpholin-4-yl-methanone C(C)(C)(C)C1=CC=2N(N=C1OCC1=CC=C(C=N1)C(=O)N1CCOCC1)C(=NN2)C2=NOC(=C2)C